ClC=1C(=C(C=CC1)N1CC=2N=C(N=C(C2CC1)N1C[C@@H](N(CC1)C(=O)OCC1=CC=CC=C1)CC#N)S(=O)C)C(F)(F)F benzyl (2S)-4-(7-(3-chloro-2-(trifluoromethyl)phenyl)-2-(methylsulfinyl)-5,6,7,8-tetrahydropyrido[3,4-d]pyrimidin-4-yl)-2-(cyanomethyl)piperazine-1-carboxylate